2-(1-(prop-2-yn-1-yl)hydrazino)pyrimidine hydrochloride Cl.C(C#C)N(N)C1=NC=CC=N1